ClC1=C(C=C(C=2C3=C(NC12)CCN([C@@H]3C)C(COC)=O)C3=NN(C=C3)C)Cl (R)-1-(6,7-dichloro-1-methyl-9-(1-methyl-1H-pyrazol-3-yl)-1,3,4,5-tetrahydro-2H-pyrido[4,3-b]indol-2-yl)-2-methoxyethan-1-one